ClC1=C(C=CC=C1)C1=C(C=CC(=C1)OC(C)C)S(=O)(=O)N1CCC(CC1)(C(=O)N[C@H](C)\C=C/S(=O)(=O)C)F (R,Z)-1-((2'-chloro-5-isopropoxy-[1,1'-biphenyl]-2-yl)sulfonyl)-4-fluoro-N-(4-(methylsulfonyl)but-3-en-2-yl)piperidine-4-carboxamide